(E)-2-((1-benzyl-2-(bis(3-((carboxymethyl)dimethylammonio)propyl)amino)quinolin-4(1H)-ylidene)methyl)-5,6-dihydro-4H-thiazolo[5,4,3-ij]quinolin-3-ium trifluoroacetate salt FC(C(=O)[O-])(F)F.C(C1=CC=CC=C1)N1C(=C/C(/C2=CC=CC=C12)=C\C=1SC=2C=CC=C3CCC[N+]1C23)N(CCC[N+](CC(=O)O)(C)C)CCC[N+](C)(C)CC(=O)O.FC(C(=O)[O-])(F)F.FC(C(=O)[O-])(F)F